3-((1-ethoxy-2-methyl-1-oxobutan-2-yl)oxy)-1H-pyrazole-1-carboxylate C(C)OC(C(CC)(C)OC1=NN(C=C1)C(=O)[O-])=O